ClC1=C(OC(C(=O)OCC)(C)C)C(=CC(=C1)CN1C(N(CC1)C1=CC=C(C=C1)C(F)(F)F)=O)Cl Ethyl 2-(2,6-dichloro-4-((2-oxo-3-(4-(trifluoromethyl) phenyl) imidazolin-1-yl) methyl) phenoxy)-2-methylpropionate